trimethyl-[2-[[4-(3-methylsulfanyl-1,2,4-triazin-6-yl)-7-pyrazol-1-yl-indazol-1-yl]methoxy]ethyl]silane C[Si](CCOCN1N=CC2=C(C=CC(=C12)N1N=CC=C1)C1=CN=C(N=N1)SC)(C)C